C(C)(=O)[O-].[Ca+2].C(C)(=O)[O-] calcium acetate salt